2-Isobutyramido-4-methyl-N-((R)-3,3,3-trifluoro-2-(((S)-11-oxo-2,3,10,11-tetrahydro-1H,5H-benzo[d]pyrazolo[1,2-a][1,2]diazepin-10-yl)carbamoyl)propyl)thiazol-5-carboxamid C(C(C)C)(=O)NC=1SC(=C(N1)C)C(=O)NC[C@@H](C(F)(F)F)C(N[C@H]1C2=C(CN3N(C1=O)CCC3)C=CC=C2)=O